N[C@@H](CCC(=O)OC)C(=O)OC(C(=O)Cl)C(C(=O)Cl)OC([C@@H](N)CCC(=O)OC)=O O'-(1,4-dichloro-1,4-dioxobutane-2,3-diyl) dimethyl diglutamate